BrC1=C(C=CC=C1N1C2=CC=CC=C2C=2C=CC=CC12)N(C=1C=C2C=CN=CC2=CC1)C=1C=C2C=CN=CC2=CC1 N-(2-bromo-3-(9H-carbazol-9-yl)phenyl)-N-(isoquinolin-6-yl)isoquinolin-6-amine